O=C1NC(CCC1N1C(C2=CC=CC(=C2C1)SCCC(=O)O)=O)=O 3-((2-(2,6-dioxopiperidine-3-yl)-1-oxoisoindoline-4-yl)thio)propionic acid